(4-chloro-2-fluorophenyl)ethan-1-one ClC1=CC(=C(C=C1)C(C)=O)F